N-(8-[{5-(trifluoromethyl)pyrazin-2-yl}oxy]chroman-3-yl)acrylamide FC(C=1N=CC(=NC1)OC=1C=CC=C2CC(COC12)NC(C=C)=O)(F)F